N1C(=NC=C1)CS(=O)(=O)O Imidazolemethanesulfonic acid